ClC=1C(=C(C(=CC1)F)[C@@H](NC(=O)[C@@H]1C[C@H]([C@H](C1)O)NS(=O)(=O)CC)C12CCC(CC1)(C2)F)F (1R,3R,4S)-N-((S)-(3-chloro-2,6-difluorophenyl)(4-fluorobicyclo[2.2.1]heptan-1-yl)methyl)-3-(ethylsulfonamido)-4-hydroxycyclopentane-1-carboxamide